(S)-2-(2-(5-chloro-2-((tetrahydro-2H-pyran-4-yl)amino)pyrimidin-4-yl)-4-oxo-6,7-dihydrothieno[3,2-c]pyridin-5(4H)-yl)-N-((S)-1-(3-fluoro-5-methoxyphenyl)-2-hydroxyethyl)propanamide ClC=1C(=NC(=NC1)NC1CCOCC1)C1=CC=2C(N(CCC2S1)[C@H](C(=O)N[C@H](CO)C1=CC(=CC(=C1)OC)F)C)=O